(3S,6S,7aS,8aR,9aR)-3-(3-(5-methyloxazol-2-yl)azetidine-1-carbonyl)-5-oxodecahydro-1H-cyclopropa[d]pyrrolo[1,2-a]azocin CC1=CN=C(O1)C1CN(C1)C(=O)[C@@H]1CC[C@H]2N1C(CC[C@@H]1[C@@H](C2)C1)=O